8-hydroxy-2,5-dimethyl-7,9-dioxo-N-(2,4,6-trifluorobenzyl)-2,3,4,5,7,9-hexahydro-1,6-methanopyrido[1,2-b][1,2,5]triazonine-10-carboxamide OC=1C(C(=CN2N3C(CCC(N(C(C21)=O)C3)C)C)C(=O)NCC3=C(C=C(C=C3F)F)F)=O